tert-butyl 4-(2-bromo-5-(1-(oxiran-2-yl)propan-2-yl)-7-oxo-4-((2-(trimethylsilyl)ethoxy)methyl)-4,7-dihydro-[1,2,4]triazolo[1,5-a]pyrimidin-6-yl)piperazine-1-carboxylate BrC1=NN2C(N(C(=C(C2=O)N2CCN(CC2)C(=O)OC(C)(C)C)C(CC2OC2)C)COCC[Si](C)(C)C)=N1